C[C@@H]1CN(C[C@@H](N1CC(F)(F)F)C)C1=CC=C(C(=N1)C)NC1C[C@@H]2CC(C[C@@H]2C1)N (3aR,6aS)-N2-(6-((3R,5S)-3,5-dimethyl-4-(2,2,2-trifluoroethyl)piperazin-1-yl)-2-methylpyridin-3-yl)octahydropentalene-2,5-diamine